tert-Butyl 2-amino-2-methylpropanoate hydrochloride Cl.NC(C(=O)OC(C)(C)C)(C)C